4-acetyl-N-{5-[1-(4-ethylphenyl)-1H-pyrazol-4-yl]-1H-indol-3-yl}piperazine-1-carboxamide C(C)(=O)N1CCN(CC1)C(=O)NC1=CNC2=CC=C(C=C12)C=1C=NN(C1)C1=CC=C(C=C1)CC